N[C@@H]1CN(CC1)C(=O)C=1SC(=CC1C)C1=CC=C(C=C1)C1(CCNCC1)N(C)C (S)-(3-aminopyrrolidin-1-yl)(5-(4-(4-(dimethylamino)piperidin-4-yl)phenyl)-3-methylthiophen-2-yl)methanone